C(\C=C\C(=O)OCCN1CC(OCC1)=O)(=O)OC Methyl (2-(2-oxomorpholino) ethyl) fumarate